O=C1N(N=C2N1C=CC=C2C(F)(F)F)CC=2C=NC(=CC2)C(F)(F)F 3-Oxo-8-(trifluoromethyl)-2-{[6-(trifluoromethyl)pyridin-3-yl]methyl}-2,3-dihydro[1,2,4]triazolo[4,3-a]pyridin